C1=CC=CC=2C3=CC=CC=C3C(=CC12)C1=CC2=C(C=C1)C=1SC3=C(C1S2)C=CC(=C3)C=3C2=CC=CC=C2C=2C=CC=CC2C3 2,7-bis(9-phenanthryl)-[1]benzothieno[3,2-b][1]benzothiophene